OC1=C(C(=CC(=C1)CCC)O)C1=C2CC(N(C2=CC=C1)C)=O 4-(2,6-Dihydroxy-4-propylphenyl)-1-methylindolin-2-one